ClC=1C=C(C=NS(=O)C(C)(C)C)C=C(C1)C(F)(F)F N-(3-chloro-5-(trifluoromethyl)benzylidene)-2-methylpropane-2-sulfinamide